Methyl 3-(5,6-dimethoxy-3-methylbenzo[b]thiophene-2-carboxamido)propanoate COC1=CC2=C(SC(=C2C)C(=O)NCCC(=O)OC)C=C1OC